CC(C(=O)NC(CC1=NC=C(C=C1)C1=NOC(=N1)C(F)(F)F)C1=CC(=CC=C1)C(F)(F)F)C 2-methyl-N-(2-{5-[5-(trifluoromethyl)-1,2,4-oxadiazol-3-yl]pyridin-2-yl}-1-[3-(trifluoromethyl)phenyl]ethyl)propanamide